2-(phenylmethoxymethyl)-7-(trifluoromethyl)-3-(2-trimethylsilylethoxymethyl)-5H-imidazo[4,5-c]pyridin-4-one C1(=CC=CC=C1)COCC1=NC2=C(C(NC=C2C(F)(F)F)=O)N1COCC[Si](C)(C)C